FC=1C=C(OC(C(=O)N2CCC3(CS(C3)(=O)=O)CC2)C)C=CC1F 2-(3,4-difluorophenoxy)-1-(2,2-dioxido-2-thia-7-azaspiro[3.5]nonan-7-yl)propan-1-one